ClC=1C=C(OC2=CC=C(C(=O)NC(C(=O)O)C=CC(C)(C)C)C=C2)C=CC1 2-[p-(m-chlorophenoxy)benzoylamino]-5,5-dimethyl-3-hexenoic acid